[Fe].C(CCCCCCCCCCC)C1=CC=C(C=C1)S(=O)(=O)O 4-dodecyl-benzenesulfonic acid iron